(R)-3-(1-Acryloylpyrrolidin-3-yl)-7-amino-1-(4-(2,6-difluorophenoxy)phenyl)-1,5-dihydro-4H-pyrazolo[3,4-d]pyridazin-4-on C(C=C)(=O)N1C[C@@H](CC1)C1=NN(C=2C(=NNC(C21)=O)N)C2=CC=C(C=C2)OC2=C(C=CC=C2F)F